3-(2,4-dichlorophenyl)N-(3-hydroxypropyl)-1H-pyrazole-5-carboxamide ClC1=C(C=CC(=C1)Cl)C1=NNC(=C1)C(=O)NCCCO